C(C)(C)(C)OC(C1=C(N=CC=C1CO)Cl)=O 2-chloro-4-(hydroxymethyl)nicotinic acid tert-butyl ester